4-azabicyclo[3.1.0]hexan-3-one C12CC(NC2C1)=O